C(CC)(=O)NC=1C=2N=CN([C@H]3[C@H](O)[C@H](O)[C@@H](CO)O3)C2N=CN1 N6-propionyladenosine